C[Si](CCOCOC(=O)C=1C=2C=NNC2C=CC1)(C)C [2-(trimethylsilyl)ethoxy]methylindazole-4-carboxylate